4-chloro-2-(3-(3-methyl-2-oxoimidazolin-1-yl)piperidin-1-yl)pyrimidin-5-carbonitrile ClC1=NC(=NC=C1C#N)N1CC(CCC1)N1C(N(CC1)C)=O